C1(=CC=CC=C1)P(C=1C=CC=C2CC[C@@]3(C12)CCC1=CC=CC(=C13)C(=O)O)C1=CC=CC=C1 (S)-7-diphenylphosphino-7'-carboxy-1,1'-spirobiindane